3-methoxy-phenol COC=1C=C(C=CC1)O